Nonanoat C(CCCCCCCC)(=O)[O-]